CS(=O)(=O)OCC1=NC=C(C(=C1)C1=C(C=CC=C1)OC)C(NC=1SC(=NN1)OCC1=CC=C(C=C1)Cl)=O (5-((5-((4-chlorobenzyl)oxy)-1,3,4-thiadiazol-2-yl)carbamoyl)-4-(2-methoxyphenyl)pyridin-2-yl)methyl methanesulfonate